C1(=C(C(=C(C(=C1[2H])[2H])[2H])[2H])C(C)=O)C(C)=O 1,1'-(1,2-phenylene-d4)bis(ethan-1-one)